CC1(N(CCC1)CCNC(=O)C=1C=C(C(=NC1)C)NC1=NN(C2=NC(=NC=C21)NC=2C=C(C=CC2)CC(=O)OC)C)C methyl 2-(3-((3-((5-((2-(2,2-dimethylpyrrolidin-1-yl)ethyl)carbamoyl)-2-methylpyridin-3-yl)amino)-1-methyl-1H-pyrazolo[3,4-d]pyrimidin-6-yl)amino)phenyl)acetate